Hexadecan-2-one CC(CCCCCCCCCCCCCC)=O